(2R,3R,4S,5R,6R)-2-(acetoxymethyl)-6-(((2R,3R,4S,5R,6S)-3,4,5-triacetoxy-6-(azidomethyl)tetrahydro-2H-pyran-2-yl)oxy)tetrahydro-2H-pyran-3,4,5-triyl triacetate C(C)(=O)O[C@@H]1[C@H](O[C@@H]([C@@H]([C@H]1OC(C)=O)OC(C)=O)O[C@H]1O[C@H]([C@H]([C@@H]([C@H]1OC(C)=O)OC(C)=O)OC(C)=O)CN=[N+]=[N-])COC(C)=O